6-methyl-2-(pyridin-4-yl)-5,7-dihydro-3-oxa-1-thia-7-azaacenaphthylen-8(4H)-one CC1=C2CCOC3=C(SC(C(N1)=O)=C32)C3=CC=NC=C3